S(=O)(=O)(OC1=C(C=CC=C1C(=C)C)C1CCCC=C1)[O-] (prop-1-en-2-yl)-1',2',3',4'-tetrahydro-[1,1'-biphenyl]-2-yl sulfate